3-(2-bromoethoxy)-2,2-dimethylpropanenitrile BrCCOCC(C#N)(C)C